Methyl 6-((1-(tert-butoxycarbonyl)piperidin-4-yl)amino)pyrimidine-4-carboxylate C(C)(C)(C)OC(=O)N1CCC(CC1)NC1=CC(=NC=N1)C(=O)OC